(R)-2-(4-(4-acetylpiperazin-1-yl)phenylamino)-4-(1-phenylethyl-amino)pyrimidine-5-carboxamide C(C)(=O)N1CCN(CC1)C1=CC=C(C=C1)NC1=NC=C(C(=N1)N[C@H](C)C1=CC=CC=C1)C(=O)N